(2R)-N-(2-cyclopropylpyrimidin-5-yl)-1-([1,3]dioxolo[4,5-c]pyridin-4-ylmethyl)azepane-2-carboxamide C1(CC1)C1=NC=C(C=N1)NC(=O)[C@@H]1N(CCCCC1)CC1=NC=CC2=C1OCO2